(S)-N-(4-(2,4-difluoro-3-(trifluoromethyl)phenyl)thiazol-2-yl)-2-(1,3-dimethyl-2,6-dioxo-1,2,3,6-tetrahydro-7H-purin-7-yl)propionamide FC1=C(C=CC(=C1C(F)(F)F)F)C=1N=C(SC1)NC([C@H](C)N1C=NC=2N(C(N(C(C12)=O)C)=O)C)=O